3-bromo-6-(2-chloro-4,5-dimethoxy-phenyl)-pyrazin-2-ylamine BrC=1C(=NC(=CN1)C1=C(C=C(C(=C1)OC)OC)Cl)N